Cl.FC=1C=C(C=C(C1)F)C(C#N)=C1CCNCC1 2-(3,5-difluorophenyl)-2-(piperidin-4-ylidene)acetonitrile hydrochloride